1,3,5-triazine-2,4,6-trione N1C(NC(NC1=O)=O)=O